8-(3-(1-(pyridin-4-yl)-1H-pyrazol-4-yl)-1H-pyrazolo[4,3-d]pyrimidin-5-yl)-3,8-diazabicyclo[3.2.1]octan-2-one N1=CC=C(C=C1)N1N=CC(=C1)C1=NNC2=C1N=C(N=C2)N2C1C(NCC2CC1)=O